7-(azetidin-1-ylmethyl)-10,10-difluoro-2-(1H-pyrazol-4-yl)-12-oxa-3-thia-6-azatricyclo[6.4.1.04,13]trideca-1,4(13),7-trien-5-one N1(CCC1)CC=1NC(C=2SC(=C3OCC(CC1C32)(F)F)C=3C=NNC3)=O